(R)-N-(3,3-difluoro-1-(2-methoxyethyl)piperidin-4-yl)-5-(1-(2,2-difluoroethyl)-4-fluoro-2-methyl-1H-benzo[d]imidazol-6-yl)-4-methoxypyrrolo[2,1-f][1,2,4]triazin-2-amine FC1(CN(CC[C@H]1NC1=NN2C(C(=N1)OC)=C(C=C2)C=2C=C(C1=C(N(C(=N1)C)CC(F)F)C2)F)CCOC)F